4-Bromo-5-fluoro-N-(pent-3-yl)-2-[(2S)-pent-2-yloxy]benzamide BrC1=CC(=C(C(=O)NC(CC)CC)C=C1F)O[C@@H](C)CCC